OC1C(C2(CN(C2)C(=O)OC(C)(C)C)C1)C tert-butyl 6-hydroxy-5-methyl-2-azaspiro[3.3]heptane-2-carboxylate